COC=1C=C(C=CC1OC)C1=C(C(=NC(=N1)SC)N1CCOCC1)C(=O)N (3,4-dimethoxyphenyl)-2-(methylthio)-4-morpholinopyrimidine-5-carboxamide